(rac)-Ethyl 1-{3-[1-aminoethyl]pyrazin-2-yl}-1H-pyrazole-4-carboxylate N[C@H](C)C=1C(=NC=CN1)N1N=CC(=C1)C(=O)OCC |r|